C1(=CC=CC=C1)C1OCCN2C1=CC(=N2)C(=O)N[C@@H]2C(NC1=C(CC2)C=C(C=C1F)F)=O 4-phenyl-N-[(3S)-7,9-difluoro-2-oxo-1,3,4,5-tetrahydro-1-benzazepin-3-yl]-6,7-dihydro-4H-pyrazolo[5,1-c][1,4]oxazine-2-carboxamide